6-((1-acetylazetidin-3-yl)amino)-2-chloropyrimidine-4-carboxylic acid methyl ester COC(=O)C1=NC(=NC(=C1)NC1CN(C1)C(C)=O)Cl